C(C1=CC=CC=C1)N1CC2C(C1)(CC(C2)F)CO (trans-2-benzyl-5-fluorohexahydrocyclopenta[c]pyrrol-3a(1H)-yl)methanol